BrCCOC1=CC=C(C=C1)S(=O)(C)=NC {[4-(2-bromoethoxy)phenyl](methyl)oxo-λ6-sulfanylidene}(methyl)amine